caprinoyl-aspartic acid C(CCCCCCCCC)(=O)N[C@@H](CC(=O)O)C(=O)O